NCCC1=CC=C(C=C1)C1=C(C=C(C#N)C=C1)OC1=NC(=NC(=C1)C=1N(N=CC1)C)C 4-[4-(2-aminoethyl)phenyl]-3-[2-methyl-6-(2-methylpyrazol-3-yl)pyrimidin-4-yl]oxybenzonitrile